OC1([C@@H]2CNC[C@H]1C2)C2=CC=C(C=C2)C2=CC(=CC1=CC(=CC=C21)C2=CC=C(C=C2)C(F)(F)F)C(=O)O 4-(4-((1R,5S,6r)-6-Hydroxy-3-azabicyclo[3.1.1]heptan-6-yl)phenyl)-7-(4-(trifluoromethyl)phenyl)-2-naphthoic acid